C(C)(=O)C1=C(C2=C(N=C(N=C2)NC2=NC=C(C=C2)N2CC3=CC=C(C=C3C2)CCl)N(C1=O)C1CCCC1)C 6-acetyl-2-[[5-[5-(chloromethyl)isoindolin-2-yl]-2-pyridyl]amino]-8-cyclopentyl-5-methyl-pyrido[2,3-d]pyrimidin-7-one